1-hexadecyl-2-(11Z-eicosenoyl)-glycero-3-phosphoserine CCCCCCCCCCCCCCCCOC[C@H](COP(=O)(O)OC[C@@H](C(=O)O)N)OC(=O)CCCCCCCCC/C=C\CCCCCCCC